FC1(CCN(CC1)C=1C2=C(N=C(N1)OCC1(CC1)CN(C)C)CN(C2)C(=O)C2=CC(=CC1=CC=CC(=C21)I)O)F (4-(4,4-difluoropiperidin-1-yl)-2-((1-((dimethylamino)methyl)cyclopropyl)methoxy)-5,7-dihydro-6H-pyrrolo[3,4-d]pyrimidin-6-yl)(3-hydroxy-8-iodonaphthalen-1-yl)methanone